CN(C(OC(C)(C)C)=O)CC1=CC(=CC=C1)C=1C2=C(N=C(N1)N1[C@H](CC1)C)CCC2 tert-butyl (S)-methyl(3-(2-(2-methylazetidin-1-yl)-6,7-dihydro-5H-cyclopenta[d]pyrimidin-4-yl)benzyl)carbamate